C1(=C(C=CC=C1)C=1C=CC(=NC1)Cl)C 5-(o-Tolyl)pyridine-2-yl chloride